amino-pentadecylethylene glycol NC(CO)(CCCCCCCCCCCCCCC)O